dimethyl difluoromalonate FC(C(=O)OC)(C(=O)OC)F